N-methyl-3-(4,4,5,5-tetramethyl-1,3,2-dioxaborolan-2-yl)-4-(4-(trifluoromethyl)phenoxy)benzenesulfonamide CNS(=O)(=O)C1=CC(=C(C=C1)OC1=CC=C(C=C1)C(F)(F)F)B1OC(C(O1)(C)C)(C)C